ClC1=NC=C(C(=N1)C(=O)NC)NC(C(F)(F)F)=O 2-chloro-N-methyl-5-[(2,2,2-trifluoroacetyl)amino]pyrimidine-4-carboxamide